((2-(2,6-Dioxopiperidin-3-yl)-1-oxoisoindolin-5-yl)methyl)-3-(3-(4-phenylpiperidin-1-yl)phenyl)urea O=C1NC(CCC1N1C(C2=CC=C(C=C2C1)CNC(=O)NC1=CC(=CC=C1)N1CCC(CC1)C1=CC=CC=C1)=O)=O